1,3-dihydroxy-1,1,3,3-tetra-tert-butoxydisiloxane O[Si](O[Si](OC(C)(C)C)(OC(C)(C)C)O)(OC(C)(C)C)OC(C)(C)C